C(C)(C)C1=CC2=C(N=CN=C2N2CC=3C=C(C=NC3CC2)C=2C(=NOC2C)C)S1 4-[6-(6-isopropylthieno[2,3-d]pyrimidin-4-yl)-7,8-dihydro-5H-1,6-naphthyridin-3-yl]-3,5-dimethyl-isoxazole